C1N=NC=2N1C1=C(C=NC2)C=CC=C1 [1,2,4]triazolo[4,3-a][1,4]benzodiazepine